2-[(2R)-2-methylmorpholin-4-yl]-6-(prop-2-yl)-4-[(4-propylphenyl)amino]-5,6-dihydro-7H-pyrrolo[3,4-d]pyrimidin-7-one C[C@@H]1CN(CCO1)C=1N=C(C2=C(N1)C(N(C2)C(C)C)=O)NC2=CC=C(C=C2)CCC